4-((2S,5S)-2-((difluoromethoxy)methyl)-5-(4-(trifluoromethyl)phenyl)piperidin-1-yl)-2-fluorobenzoic acid FC(OC[C@H]1N(C[C@@H](CC1)C1=CC=C(C=C1)C(F)(F)F)C1=CC(=C(C(=O)O)C=C1)F)F